CC1(OB(OC1(C)C)C1=CC2=C(C(NCCC2)=O)C=C1)C 7-(4,4,5,5-tetramethyl-1,3,2-dioxaborolan-2-yl)-2,3,4,5-tetrahydro-1H-benzo[c]azepin-1-one